tri-i-tetradecyl-trimellitic acid C(CCCCCCCCCCC(C)C)C=1C(=C(C(=C(C1C(=O)O)C(=O)O)CCCCCCCCCCCC(C)C)C(=O)O)CCCCCCCCCCCC(C)C